1-octylideneaminopropyltrimethoxysilane tert-butyl-(8-((2-(1-methyl-2,6-dioxopiperidin-3-yl)-1,3-dioxoisoindolin-4-yl)amino)octyl)carbamate C(C)(C)(C)N(C(O)=O)CCCCCCCCNC1=C2C(N(C(C2=CC=C1)=O)C1C(N(C(CC1)=O)C)=O)=O.C(CCCCCCC)=NC(CC)[Si](OC)(OC)OC